2-(trimethylacetamido)-6-methyl-4-oxoquinazoline CC(C(=O)NC1=NC2=CC=C(C=C2C(N1)=O)C)(C)C